CN1C(C=CC2=C(C=CC=C12)[N+](=O)[O-])P(OC)(OC)=O Dimethyl (1-methyl-5-nitro-1,2-dihydroquinolin-2-yl)phosphonate